ClC=1C=C(OC2CCC(CC2)NC(C2=CC=C(C=C2)N2CCC(CC2)CO)=O)C=CC1C#N N-((1r,4r)-4-(3-chloro-4-cyanophenoxy)cyclohexyl)-4-(4-(hydroxymethyl)piperidin-1-yl)benzamide